tert-butyl 7-(6-(trifluoromethyl)-3,4-dihydroquinolin-1(2H)-yl)-5-azaspiro[3.4]octane-5-carboxylate FC(C=1C=C2CCCN(C2=CC1)C1CN(C2(CCC2)C1)C(=O)OC(C)(C)C)(F)F